(6S)-6-[2-Chloro-3-(5-chloro-pyridin-2-yl)phenyl]-2-imino-6-methyl-3-[(2S*,4S*)-2-methyl-1,1-dioxothian-4-yl]hexahydro-pyrimidin-4-one hydrochloride Cl.ClC1=C(C=CC=C1C1=NC=C(C=C1)Cl)[C@@]1(CC(N(C(N1)=N)[C@@H]1C[C@@H](S(CC1)(=O)=O)C)=O)C |o1:22,24|